CN1C=NC2=C1C=C(C(=C2F)NC3=C(C=C(C=C3)Br)Cl)C(=O)NOCCO 6-(4-bromo-2-chloroanilino)-7-fluoro-N-(2-hydroxyethoxy)-3-methylbenzimidazole-5-carboxamide